tert-Butyl (1-acetyl-4-methylpiperidin-4-yl)carbamate C(C)(=O)N1CCC(CC1)(C)NC(OC(C)(C)C)=O